N1N=C(C=C1)N1C=2C(=CC1)C=NN2 6-(1H-pyrazol-3-yl)pyrazolo[3,4-b]pyrrole